amino-5-bromo-N-ethylnicotinamide NC1=C(C(=O)NCC)C=C(C=N1)Br